N1=CC(=CC=C1)NC1=C(C=CC=C1)N (3-pyridyl)-1,2-phenylenediamine